C(C)N1C(N(C(C12CCN(CC2)CC2CCOCC2)=O)C2=CC(=CC=C2)CC)=O 1-ethyl-3-(3-ethylphenyl)-8-((tetrahydro-2H-pyran-4-yl)methyl)-1,3,8-triazaspiro[4.5]decane-2,4-dione